BrC=1N=NC=C(C1C(C([2H])([2H])[2H])C([2H])([2H])[2H])Cl 3-bromo-5-chloro-4-bis(trideuteromethyl)methylpyridazine